(2R)-2-[6-chloro-1-methanesulfonylpyrrolo[3,2-c]pyridin-2-yl]piperidine hydrochloride Cl.ClC1=CC2=C(C=N1)C=C(N2S(=O)(=O)C)[C@@H]2NCCCC2